N[C@@H]1CC[C@H](CC1)OC1=CC=C2C(CC(C=3C(=NC=NC23)N)(C)C)=C1N(CCOC(F)(F)F)C 8-(trans-4-aminocyclohexoxy)-N7,5,5-trimethyl-N7-[2-(trifluoromethoxy)ethyl]-6H-benzo[h]quinazoline-4,7-diamine